BrC=1C=CC(=NC1)O[C@@H]1C[C@@H]2CN([C@H]1CC2)C(=O)C2=C(C(=CC=C2)F)C2=NC=CC=N2 ((1S,4R,6R)-6-((5-bromopyridin-2-yl)oxy)-2-azabicyclo[2.2.2]oct-2-yl)(3-fluoro-2-(pyrimidin-2-yl)phenyl)methanone